BrC=1C=C2N(N=CC(=C2N[C@H]2C[C@H](CC2)NC(OC(C)(C)C)=O)C(N)=NC2=C(C=CC=C2Cl)Cl)C1 tert-butyl [(1S,3R)-3-[[6-bromo-3-[N'-(2,6-dichlorophenyl)carbamimidoyl]pyrrolo[1,2-b]pyridazin-4-yl]amino]cyclopentyl]carbamate